tert-butyl (4-((3-amino-6-(4-(isopropylsulfonyl)phenyl)pyrazine-2-carboxamido)methyl)benzyl)(methyl)carbamate NC=1C(=NC(=CN1)C1=CC=C(C=C1)S(=O)(=O)C(C)C)C(=O)NCC1=CC=C(CN(C(OC(C)(C)C)=O)C)C=C1